2-chloro-5-methylpyridin-4-ol ClC1=NC=C(C(=C1)O)C